O(C1=CC=CC=C1)Cl monophenoxymonochloride